1-hexadecanoyl-2-hexanoyl-sn-glycero-3-phosphocholine C(CCCCCCCCCCCCCCC)(=O)OC[C@@H](OC(CCCCC)=O)COP(=O)([O-])OCC[N+](C)(C)C